[3-[6-[[1-(trifluoromethyl)cyclopropyl]methylamino]-3-pyridyl]azetidin-1-yl]-[6-[3-(trifluoromethyl)-1,2,4-triazol-1-yl]-2-azaspiro[3.3]heptan-2-yl]methanone FC(C1(CC1)CNC1=CC=C(C=N1)C1CN(C1)C(=O)N1CC2(C1)CC(C2)N2N=C(N=C2)C(F)(F)F)(F)F